C(C)OC(C[C@@H](C1=CC(=CC=C1)OC1=C(C=CC=C1)OC)NC(=O)NC=1C(N(C=CC1O)C)=O)=O (S)-3-(3-(4-hydroxy-1-methyl-2-oxo-1,2-dihydropyridin-3-yl)ureido)-3-(3-(2-methoxyphenoxy)phenyl)propanoic acid ethyl ester